C(C)(C)[Si](OCC(C)C)(C)C(C)C di(isopropyl)methyl-(isobutoxy)silane